C(C)OC(OCC)[SiH2]CCCNC(C(C)O)=O N-(3-diethoxymethylsilylpropyl)-2-hydroxypropionamide